[(1S)-2-[2-[2-[4-[5-[tert-butyl(dimethyl)silyl]oxy-7-fluoro-1-tetrahydropyran-2-yl-indazol-3-yl]pyrazol-1-yl]ethoxy]ethoxy]-1-methyl-ethyl]methanesulfonate [Si](C)(C)(C(C)(C)C)OC=1C=C2C(=NN(C2=C(C1)F)C1OCCCC1)C=1C=NN(C1)CCOCCOC[C@H](C)CS(=O)(=O)[O-]